C1(=CC=CC=C1)[C@H]([C@@H]1CNC2=C(N1)N=CC=C2)NCCC2=CC=C(C#N)C=C2 4-[2-[[(R)-phenyl-[(3S)-1,2,3,4-tetrahydropyrido[2,3-b]pyrazin-3-yl]methyl]amino]ethyl]benzonitrile